NC1=NC=CC=C1C1=NC=2C(=NC(=CC2)N2CCOCC2)N1C1=CC=C(CN2CCN(CC2)C2=NC(=NC=C2)C#N)C=C1 4-(4-(4-(2-(2-aminopyridin-3-yl)-5-morpholino-3H-imidazo[4,5-b]pyridin-3-yl)benzyl)piperazin-1-yl)pyrimidine-2-carbonitrile